COC1=C(CNC=2C3=C(N=CN2)N(C(=C3C=3NC2=CC=CC=C2C3)/C=C/C(=O)OCC)C(C)C)C=CC(=C1)OC ethyl (E)-3-(4-((2,4-dimethoxybenzyl)amino)-5-(1H-indol-2-yl)-7-isopropyl-7H-pyrrolo[2,3-d]pyrimidin-6-yl)acrylate